C(C)C=1C=C(C=C(C1)C=1C=NN(C1)C)S(=O)(=O)C=1N=C(SC1)CNC(OC(C)(C)C)=O tert-butyl ((4-((3-ethyl-5-(1-methyl-1H-pyrazol-4-yl)phenyl)sulfonyl)thiazol-2-yl)methyl)carbamate